FC(C)(F)[C@]1(C[C@H]([C@H](O1)C(=O)NC1=CC(=NC=C1)C(=O)N)C1=C(C(=C(C=C1)F)F)OC)C (2S,3S,5R)-4-[[5-(1,1-Difluoroethyl)-3-(3,4-Difluoro-2-methoxy-phenyl)-5-methyl-tetrahydrofuran-2-carbonyl]amino]pyridin-2-carboxamid